COC(CC(C)(C)C)=O 1-methoxy-3,3-dimethyl-1-oxobutane